6-(2-ethoxyphenyl)-3-[(2R)-2-ethyl-4-[cis-4-(trifluoromethyl)cyclohexanecarbonyl]piperazin-1-yl]-N-[(3R)-pyrrolidin-3-yl]pyridine-2-carboxamide C(C)OC1=C(C=CC=C1)C1=CC=C(C(=N1)C(=O)N[C@H]1CNCC1)N1[C@@H](CN(CC1)C(=O)[C@@H]1CC[C@@H](CC1)C(F)(F)F)CC